ClC1=C(C=C(C=N1)N1CC2CCC(C1)O2)N2CCOCC2 3-(6-chloro-5-morpholinopyridin-3-yl)-8-oxa-3-azabicyclo[3.2.1]octane